ClC=1C=CC(=NC1)NNC(C1=C(C=C(C=C1)/C(=C/C(C(F)(F)F)C1=CC(=C(C(=C1)Cl)Cl)Cl)/F)C(F)(F)F)=O (Z)-N'-(5-chloropyridin-2-yl)-4-(1,4,4,4-tetrafluoro-3-(3,4,5-trichlorophenyl)but-1-en-1-yl)-2-(trifluoromethyl)benzoyl-hydrazine